2,4,6-trichloro-5-formylpyrimidine ClC1=NC(=C(C(=N1)Cl)C=O)Cl